C1(CCCCC1)C(CC)OC(CO)CO 2-(1-cyclohexylpropoxy)-1,3-propanediol